4-(1,1-dimethyl ethyl)-1-cyclohexyl e-acetate C(C)(=O)OC1CCC(CC1)C(C)(C)C